CN1C(C2=C(C(=C1)C(C)C1=CC=CC=C1)C=C(N2)C=2C=NNC2)=O 6-methyl-4-(1-phenylethyl)-2-(1H-pyrazol-4-yl)-1,6-dihydro-7H-pyrrolo[2,3-c]pyridin-7-one